3-[1-methyl-6-[(3R)-3-methyl-4-(4-piperidylmethyl)piperazin-1-yl]indazol-3-yl]piperidine-2,6-dione CN1N=C(C2=CC=C(C=C12)N1C[C@H](N(CC1)CC1CCNCC1)C)C1C(NC(CC1)=O)=O